isopropyl ((((1S,4R)-3-oxo-1-azabicyclo[2.2.1]heptan-2-yl)methoxy)(phenoxy)phosphoryl)-L-alaninate O=C1C(N2CC[C@@H]1C2)COP(=O)(OC2=CC=CC=C2)N[C@@H](C)C(=O)OC(C)C